Cl.C(C1=CN=CC=C1)(=O)Cl nicotinoyl chloride HCl salt